S(=O)(=O)(O)C(C(=O)OCCCCCCCCCCCC)CC(=O)[O-].[Na+].[Na+] disodium monododecyl sulfosuccinate